C(C)(C)(C)OC(=O)N1CCN(CC1)C=1C=C2C(=NC(=NC2=CC1)C=1C=C(C=2N(C1)C=C(N2)C)F)C(=O)OCC ethyl 6-[4-(tert-butoxycarbonyl) piperazin-1-yl]-2-{8-fluoro-2-methylimidazo[1,2-a]pyridin-6-yl}quinazoline-4-carboxylate